FC1=C(C(=O)N[C@@H](C(=O)N2CCC3(C(C(N(C3)C)=O)C3=CC=NC=C3)CC2)C(C)C)C=C(C=C1)C(F)(F)F 2-fluoro-N-((2R)-3-methyl-1-(2-methyl-3-oxo-4-(pyridin-4-yl)-2,8-diazaspiro[4.5]decan-8-yl)-1-oxobutan-2-yl)-5-(trifluoromethyl)benzamide